ClC1=C2C=CNC2=CC(=C1)NC1=NC2=C(N1)C=CC(=C2)C2=CC1CCC(C2)N1C(=O)OC(C)(C)C tert-butyl 3-{2-[(4-chloro-1H-indol-6-yl)amino]-1H-1,3-benzodiazol-5-yl}-8-azabicyclo[3.2.1]oct-2-ene-8-carboxylate